tert-butyl N-[(3R)-1-[7-({8-chloro-2-methylimidazo[1,2-a]pyridin-6-yl} carbamoyl)-2-ethylindazol-4-yl]pyrrolidin-3-yl]-N-methylcarbamate ClC=1C=2N(C=C(C1)NC(=O)C1=CC=C(C3=CN(N=C13)CC)N1C[C@@H](CC1)N(C(OC(C)(C)C)=O)C)C=C(N2)C